C(#N)CCCN1N=C(C=CC1=O)C(=O)OC Methyl 1-(3-cyanopropyl)-6-oxo-1,6-dihydropyridazine-3-carboxylate